FC1=C(C=CC=C1NS(NCCO)(=O)=O)CC=1C(OC2=CC(=CC=C2C1C)OC1=NC=CC=C1F)=O 3-[[2-fluoro-3-(2-hydroxyethylsulfamoylamino)phenyl]methyl]-7-[(3-fluoro-2-pyridyl)oxy]-4-methyl-chromen-2-one